3,5-di-4-pyridyl-aniline N1=CC=C(C=C1)C=1C=C(N)C=C(C1)C1=CC=NC=C1